3-methyl-5-(N-(4-((4-(tert-butoxycarbonyl)piperazin-1-yl)methyl)phenyl)-N-phenethylsulfamoyl)benzofuran-2-carboxylic acid CC1=C(OC2=C1C=C(C=C2)S(N(CCC2=CC=CC=C2)C2=CC=C(C=C2)CN2CCN(CC2)C(=O)OC(C)(C)C)(=O)=O)C(=O)O